BrC1=C(C(=CC=2CCOC21)[N+](=O)[O-])Cl 7-bromo-6-chloro-5-nitro-2,3-dihydrobenzofuran